1,2-dihydrobenzoquinone-3,5-disulfonate C1(CC(C(C(=C1)S(=O)(=O)[O-])=O)S(=O)(=O)[O-])=O